(1S,3R)-1-(4-bromo-2,6-difluorophenyl)-2-(3-((tert-butyldiphenylsilyl)oxy)-2-fluoro-2-methylpropyl)-3,5-dimethyl-1,2,3,4-tetrahydroisoquinolin-6-amine BrC1=CC(=C(C(=C1)F)[C@H]1N([C@@H](CC2=C(C(=CC=C12)N)C)C)CC(CO[Si](C1=CC=CC=C1)(C1=CC=CC=C1)C(C)(C)C)(C)F)F